OC(COS(=O)(=O)[O-])C 2-hydroxypropylsulfate